(2,3-dichloro-6-methoxyphenyl)-2-vinylpyrrolidine-1-carboxylic acid tert-butyl ester C(C)(C)(C)OC(=O)N1C(CCC1)(C=C)C1=C(C(=CC=C1OC)Cl)Cl